C12CN(CC(CC1)N2)C2=CC(=C(C=C2F)CCC=2C1=C(N=NC2C(=O)N)N(C=C1)CC)F [2-(4-[3,8-diazabicyclo[3.2.1]oct-3-yl]-2,5-difluorophenyl)ethyl]-7-ethyl-7H-pyrrolo[2,3-c]pyridazine-3-carboxamide